ClC=1C=C(C=C(C1)Cl)C1(CC(=NO1)C1=CC(=C(C(=O)NC2CS(C2)=O)C=C1)C)C(F)(F)F 4-[5-(3,5-dichlorophenyl)-4,5-dihydro-5-(trifluoromethyl)-3-isoxazolyl]-2-methyl-N-(cis-1-oxido-3-thietanyl)benzamide